C(#N)C=1C=C(C=CC1)C=1C=C(OC1C)C(=O)NC1=NC(=NS1)CN1CCCCC1 4-(3-Cyanophenyl)-5-methyl-N-(3-(piperidin-1-ylmethyl)-1,2,4-thiadiazol-5-yl)furan-2-carboxamide